C(C1=CC=CC=C1)OC1=CC=C2C(=CNC2=C1)C[C@@H](C)NC(OC(C)(C)C)=O tert-butyl (R)-(1-(6-(benzyloxy)-1H-indol-3-yl)propan-2-yl)carbamate